CN1C=C(C=2C(N(C=C(C21)C)C)=O)C(=O)N2CCC(CC2)OC(F)(F)F 1,5,7-trimethyl-3-((4-(trifluoromethoxy)piperidin-1-yl)carbonyl)-1,5-dihydro-4H-pyrrolo[3,2-c]pyridin-4-one